N1C=C(C2=CC=CC=C12)C[C@@H](C(=O)NC1=CC=C(C=C1)N1CCOCC1)NS(=O)(=O)C1=CC=C(C=C1)[N+](=O)[O-] (S)-3-(1H-indol-3-yl)-N-(4-morpholinophenyl)-2-(4-nitrophenylsulfonamido)propanamide